2-{[3-(dimethylamino)pyrrolidin-1-yl]methyl}-6-(5-methyl-1H-pyrazol-4-yl)thieno[3,2-d]pyrimidin-4(3H)-one CN(C1CN(CC1)CC=1NC(C2=C(N1)C=C(S2)C=2C=NNC2C)=O)C